OC[C@H]1O[C@@H]([C@@H]([C@H]([C@H]1O)N1N=NC(=C1)C1=CC(=C(C(=C1)F)F)F)O)CC1=CC(=NO1)C1=CC=C(C=C1)OC (2R,3R,4R,5R,6R)-2-(hydroxymethyl)-6-((3-(4-methoxyphenyl)isoxazol-5-yl)methyl)-4-(4-(3,4,5-trifluorophenyl)-1H-1,2,3-triazol-1-yl)tetrahydro-2H-pyran-3,5-diol